6-bromo-1-(2,2,2-trifluoroethyl)indazole BrC1=CC=C2C=NN(C2=C1)CC(F)(F)F